fluorine magnesium bromide salt [Br-].[Mg+2].[F].[Br-]